(E)-2-(2-fluoro-2-(pyrrolidin-3-ylidene)ethyl)isoindoline-1,3-dione F/C(/CN1C(C2=CC=CC=C2C1=O)=O)=C\1/CNCC1